[C].[C].[B].[B] diboron dicarbon